C(CC)[Si](OCCCC)(CCC)CCC Trin-propyl-monon-butoxysilane